methyl 6-acetamido-4-((2-(1,1-difluoroethyl)-6-ethylpyrimidin-4-yl)amino)nicotinate C(C)(=O)NC1=NC=C(C(=O)OC)C(=C1)NC1=NC(=NC(=C1)CC)C(C)(F)F